N-(2-((2-(2,6-difluoro-3,5-dimethoxybenzoyl)-1H-pyrrolo[2,3-c]pyridin-5-yl)amino)-5-(4-ethylpiperazin-1-yl)phenyl)acrylamide FC1=C(C(=O)C2=CC=3C(=CN=C(C3)NC3=C(C=C(C=C3)N3CCN(CC3)CC)NC(C=C)=O)N2)C(=C(C=C1OC)OC)F